tert-Butyl 3-(2-(tert-butoxycarbonyl)-5-(((isopropylcarbamoyl)oxy)amino)-5-oxopentyl)benzoate C(C)(C)(C)OC(=O)C(CC=1C=C(C(=O)OC(C)(C)C)C=CC1)CCC(=O)NOC(NC(C)C)=O